SCCC=1SC=NN1 2-mercaptoethyl-1,3,4-thiadiazole